(1R)-6-chloro-N-[2,4-difluoro-3-(2-{[1-(2-methoxycyclopentyl)piperidin-4-yl]amino}quinazolin-6-yl)phenyl]-1-hydroxy-2,3-dihydro-1H-indene-4-sulfonamide ClC=1C=C(C=2CC[C@H](C2C1)O)S(=O)(=O)NC1=C(C(=C(C=C1)F)C=1C=C2C=NC(=NC2=CC1)NC1CCN(CC1)C1C(CCC1)OC)F